(R)-(8-bromo-2,3-dihydro-4H-pyrido-[4,3-b][1,4]oxazine-4-yl)(1-(3-fluorobenzyl)pyrrolidin-3-yl)-methanone BrC1=CN=CC2=C1OCCN2C(=O)[C@H]2CN(CC2)CC2=CC(=CC=C2)F